C12CC(CC(CC1)N2)OC2=CC1=C(N=CN=C1NC1=CC(=C(C=C1)OC1=CC=3N(C=C1)N=CN3)C)C=N2 6-((endo-8-Azabicyclo[3.2.1]octan-3-yl)oxy)-N-(4-([1,2,4]triazolo[1,5-a]pyridin-7-yloxy)-3-methylphenyl)pyrido[3,4-d]pyrimidin-4-amine